1-(4-chlorophenyl)-2-(1H-1,2,4-triazole-1-yl)ethanone ClC1=CC=C(C=C1)C(CN1N=CN=C1)=O